C(C)(C)(C)OC(=O)N1C[C@@H](CC1)N(C)C=1N=C2C(=NC1)N(C(=N2)C2=C(C=C(C=C2C)C(F)(F)F)OC)C.C(C)(C)(C)OOCC(C)(C2=CC=CC=C2)C2=CC(=CC=C2)C(COOC(C)(C)C)(C)C2=CC=CC=C2 1,3-bis(tert-butylperoxycumyl)benzene tert-butyl-(3R)-3-[[2-[2-methoxy-6-methyl-4-(trifluoromethyl)phenyl]-1-methyl-imidazo[4,5-b]pyrazin-5-yl]-methyl-amino]pyrrolidine-1-carboxylate